C(C)(C)(C)N1N=C(C=C1N)C1CC(CC1)OC1=NN(C=C1)C 1-(tert-butyl)-3-(3-((1-methyl-1H-pyrazol-3-yl)oxy)cyclopentyl)-1H-pyrazol-5-amine